ClC=1C2=C(N=CN1)N(C(=C2)I)S(=O)(=O)C2=CC=CC=C2 4-Chloro-6-iodo-7-(phenylsulfonyl)-7H-pyrrolo[2,3-d]pyrimidine